C(CC)=O propanal